4-benzyl-2-((4-(2-(2,6-dimethylpyridin-4-yl)-3-isopropyl-1H-indol-5-yl)piperidin-1-yl)methyl)morpholine C(C1=CC=CC=C1)N1CC(OCC1)CN1CCC(CC1)C=1C=C2C(=C(NC2=CC1)C1=CC(=NC(=C1)C)C)C(C)C